CC1=C(C(=NO1)C)C2=CC(=C(C=C2)NC3CCC(CC3)OC)NC(=O)[C@@H]4CCCC(=O)N4 (S)-N-(5-(3,5-dimethylisoxazol-4-yl)-2-(((1r,4S)-4-methoxycyclohexyl)amino)phenyl)-6-oxopiperidine-2-carboxamide